(methyl-vinyl)cyclotrisiloxane CC=C[SiH]1O[SiH2]O[SiH2]O1